1,2,4-Triaminobenzene NC1=C(C=C(C=C1)N)N